[Na+].S(=O)(=O)([O-])C1=C(C(=O)[O-])C=CC(=C1)C(=O)[O-].[Na+].[Na+] 2-sulfo-terephthalic acid sodium salt